OC=1C=C(C=NC1I)C(=O)OC methyl 5-hydroxy-6-iodo-pyridine-3-carboxylate